N-{(1R)-1-[3-(difluoromethyl)-2-fluorophenyl]ethyl}-2-methyl-6-[3-(morpholin-4-yl)pyrrolidin-1-yl]pyrido[3,4-d]pyrimidin-4-amine FC(C=1C(=C(C=CC1)[C@@H](C)NC=1C2=C(N=C(N1)C)C=NC(=C2)N2CC(CC2)N2CCOCC2)F)F